(R)-6-(4,4-difluoro-1-(2-oxo-2-(4-(5-(trifluoromethyl)pyrimidin-2-yl)piperazin-1-yl)ethyl)pyrrolidin-2-yl)-4-(trifluoromethyl)pyridazin-3(2H)-one FC1(C[C@@H](N(C1)CC(N1CCN(CC1)C1=NC=C(C=N1)C(F)(F)F)=O)C=1C=C(C(NN1)=O)C(F)(F)F)F